ClC1=C(C(=CC(=C1)C1=CNC=2N=CN=C(C21)NC2CCC(CC2)O)Cl)O 2,6-dichloro-4-(4-(4-hydroxycyclohexylamino)-7H-pyrrolo[2,3-D]pyrimidin-5-yl)phenol